C(C)(C)(C)OC(=O)N1CC(O[C@H](C1)C)CC1=C(C=C(C=C1F)Cl)Br.C1(CC1)OC1=CC=C2C=CN=C(C2=C1)CCNC(C)=O N-(2-(7-cyclopropyloxyisoquinolin-1-yl)ethyl)acetamide tert-butyl-(6S)-2-(2-bromo-4-chloro-6-fluorobenzyl)-6-methylmorpholine-4-carboxylate